P(=O)(O)(O)O[C@H]1[C@H]([C@@H](O[C@@H]1CO)N1C(=O)NC(=O)C=C1)OCCCCCCCCCCCCCCCC O-hexadecyl uridine-3'-phosphate